glycylglycyl-O-(3-(methacryloyloxy)propyl)-L-serinate NCC(=O)NCC(=O)OC([C@@H](N)COCCCOC(C(=C)C)=O)=O